5-cyclopropyl-2-((1-methyl-7-phenyl-1H-indol-5-yl)amino)nicotinic acid C1(CC1)C=1C=NC(=C(C(=O)O)C1)NC=1C=C2C=CN(C2=C(C1)C1=CC=CC=C1)C